ClC1=CC=C2C(N(C(N(C2=C1)CC1=CC=C(C=C1)/C=C/C(=O)NO)=O)CCC1=CC=CC=C1)=O (E)-3-(4-((7-chloro-2,4-dioxo-3-phenethyl-3,4-dihydroquinazolin-1(2H)-yl)methyl)phenyl)-N-hydroxyacrylamide